FC1=C(OCC2(CCOCC2)O)C(=CC(=C1)C1BOOC1)F 4-{[2,6-difluoro-4-(4,5-dioxaborolan-2-yl)phenoxy]methyl}tetrahydropyran-4-ol